3-CYCLOPROPYL-3-HYDROXYPROPANOIC ACID C1(CC1)C(CC(=O)O)O